propane-1,3-diaminium di[(9Z)-octadec-9-enoate] C(CCCCCCC\C=C/CCCCCCCC)(=O)[O-].C(CCCCCCC\C=C/CCCCCCCC)(=O)[O-].C(CC[NH3+])[NH3+]